2-(3,4-dimethylphenyl)-4,4-difluoro-1-phenylbutan-1-one CC=1C=C(C=CC1C)C(C(=O)C1=CC=CC=C1)CC(F)F